COC(=O)C(CCOC1=CC=C(C2=CC=CC=C12)OCCC(C(=O)OC)C(=O)OC)C(=O)OC 1,4-bis(3,3-dimethoxycarbonylpropoxy)naphthalene